3-formyl-1H-pyrrolo[2,3-c]pyridine-1-carboxylic acid tert-butyl ester C(C)(C)(C)OC(=O)N1C=C(C=2C1=CN=CC2)C=O